6-Chloro-1,2,3,4-tetrahydro-1,7-naphthyridine ClC=1C=C2CCCNC2=CN1